2-[[(1R)-1-(7-methyl-2-morpholin-4-yl-4-oxopyrido[1,2-a]pyrimidin-9-yl)ethyl]amino]benzoic acid CC=1C=C(C=2N(C(C=C(N2)N2CCOCC2)=O)C1)[C@@H](C)NC1=C(C(=O)O)C=CC=C1